OCCS(=O)(=O)O 2-hydroxyethyl-Sulfonic acid